C(C)(C)(C)OC(N[C@H]1C[SH2]C2=C(N(C1=O)CC1=CC=C(C=C1)OC1=CC=CC=C1)C=C(C(=C2)F)/C(/N)=N/O)=O.NCC(=O)C2=NNC=C2.[Na] sodium glycyl-diazole tert-butyl-N-[(3R)-8-fluoro-7-[(Z)-N'-hydroxycarbamimidoyl]-4-oxo-5-[(4-phenoxyphenyl)methyl]-2,3-dihydro-1λ4,5-benzothiazepin-3-yl]carbamate